ClC1=NC=C(C(=C1)C1=C(C=NC(=C1)C)C(=O)NC=1SC(=NN1)O[C@@H]1CO[C@H]2OCC[C@H]21)OC 2'-chloro-N-(5-(((3S,3aS,6aR)-hexahydrofuro[2,3-b]furan-3-yl)oxy)-1,3,4-thiadiazol-2-yl)-5'-methoxy-6-methyl-[4,4'-bipyridine]-3-carboxamide